[4,4-diethyl-1-[(1S)-1-[3-[[(3S,4R)-3-hydroxy-2,2-dimethyl-chroman-4-yl]carbamoyl]phenyl]-2-(2-methoxyethoxy)ethyl]-6-oxo-hexahydropyrimidin-2-ylidene]ammonium C(C)C1(NC(N(C(C1)=O)[C@H](COCCOC)C1=CC(=CC=C1)C(N[C@H]1[C@@H](C(OC2=CC=CC=C12)(C)C)O)=O)=[NH2+])CC